morpholino-3-(piperazin-1-yl)pyridin O1CCN(CC1)C1=NC=CC=C1N1CCNCC1